FC=1C=C2CN(CC2=CC1)C1=NC2=C(C=C(C=C2C(N1C)=O)C)C(C)NC=1C(=NN(C1)C)C(=O)N 4-((1-(2-(5-fluoroisoindolin-2-yl)-3,6-dimethyl-4-oxo-3,4-dihydroquinazolin-8-yl)ethyl)amino)-1-methyl-1H-pyrazole-3-carboxamide